2-(4-(3-(4-Chloro-3-(trifluoromethyl)phenyl)thioureido)phenyl)-N-methyl-1,5-naphthyridine-4-carboxamide ClC1=C(C=C(C=C1)NC(NC1=CC=C(C=C1)C1=NC2=CC=CN=C2C(=C1)C(=O)NC)=S)C(F)(F)F